(2S,4R)-1-(2-(3-acetyl-5-(pyridazin-4-yl)-1H-indol-1-yl)acetyl)-N-(2,2-dimethyl-2,3-dihydrobenzofuran-6-yl)-4-fluoropyrrolidine-2-carboxamide C(C)(=O)C1=CN(C2=CC=C(C=C12)C1=CN=NC=C1)CC(=O)N1[C@@H](C[C@H](C1)F)C(=O)NC1=CC2=C(CC(O2)(C)C)C=C1